methyl 1-aminocyclopropane-1-carboxylate hydrochloride Cl.NC1(CC1)C(=O)OC